ClC1=CC=C(C=C1)C1=C(C(=CC=2N=C(SC21)C=2C=C1C(=NN(C1=CC2)C)N2CCC(CC2)OC)C)CC(=O)O 2-(7-(4-chlorophenyl)-2-(3-(4-methoxypiperidin-1-yl)-1-methyl-1H-indazol-5-yl)-5-methylbenzo[d]thiazol-6-yl)acetic acid